FC1(C2CN(CC12)C1=CC(=CC=2N1N=CC2)C(=O)O)F 7-(6,6-difluoro-3-azabicyclo[3.1.0]hexane-3-yl)pyrazolo[1,5-a]pyridine-5-carboxylic acid